(1s,2s)-2-fluoro-N-(6-(2-oxoindol-6-yl)imidazo[1,2-a]pyridin-2-yl)cyclopropane-1-carboxamide F[C@@H]1[C@@H](C1)C(=O)NC=1N=C2N(C=C(C=C2)C=2C=CC3=CC(N=C3C2)=O)C1